ClC=1C=CC2=C(N(CC(O2)C(=O)NC23CC(C2)(C3)C=3OC(=NN3)C3CC(C3)OC(F)(F)F)C)C1 6-chloro-4-methyl-N-(3-{5-[(1s,3s)-3-(trifluoromethoxy)cyclobutyl]-1,3,4-oxadiazol-2-yl}bicyclo[1.1.1]pentan-1-yl)-3,4-dihydro-2H-1,4-benzoxazine-2-carboxamide